N[C@@H](C(C)C)C(=O)OCC([C@H](C[C@H]1C(NCCC1)=O)NC([C@@H](NC(=O)C=1NC2=C(C=C(C=C2C1)F)F)CC1CC1)=O)=O (3S)-3-{[3-cyclopropyl-N-(5,7-difluoro-1H-indole-2-carbonyl)-L-alanyl]amino}-2-oxo-4-[(3S)-2-oxopiperidin-3-yl]butyl L-valinate